5-(4-((2-(3-ethylureido)pyrimidin-4-yl)methyl)piperazin-1-yl)-N-methylpicolinamide C(C)NC(NC1=NC=CC(=N1)CN1CCN(CC1)C=1C=CC(=NC1)C(=O)NC)=O